N1[C@H](CCC2=CC=CN=C12)CCCCO[C@H]1CN(CC1)C(=O)OC(C)(C)C Tert-butyl (R)-3-(4-((S)-1,2,3,4-tetrahydro-1,8-naphthyridin-2-yl)butoxy)pyrrolidine-1-carboxylate